1,3-bis(2,6-bis((R)-1-(3,5-di-tert-butylphenyl)ethyl)-4-methylphenyl)-1H-imidazole C(C)(C)(C)C=1C=C(C=C(C1)C(C)(C)C)[C@@H](C)C1=C(C(=CC(=C1)C)[C@H](C)C1=CC(=CC(=C1)C(C)(C)C)C(C)(C)C)N1CN(C=C1)C1=C(C=C(C=C1[C@H](C)C1=CC(=CC(=C1)C(C)(C)C)C(C)(C)C)C)[C@H](C)C1=CC(=CC(=C1)C(C)(C)C)C(C)(C)C